2-((1H-pyrrolo[2,3-b]pyridin-5-yl)oxy)-4-(4-(2-(3-chlorophenyl)pyrrolidin-1-yl)piperidin-1-yl)-N-((3-nitro-4-(((tetrahydro-2H-pyran-4-yl)methyl)amino)phenyl)sulfonyl)benzamide N1C=CC=2C1=NC=C(C2)OC2=C(C(=O)NS(=O)(=O)C1=CC(=C(C=C1)NCC1CCOCC1)[N+](=O)[O-])C=CC(=C2)N2CCC(CC2)N2C(CCC2)C2=CC(=CC=C2)Cl